6-hydroxy-2-(pyridin-3-yl)-3,4-dihydro-isoquinolin-1(2H)-one OC=1C=C2CCN(C(C2=CC1)=O)C=1C=NC=CC1